FC=1C(=NC(=NC1)NC1=CC=C(C=C1)N1CCCCC1)NC1=C(C(=O)NO)C=CC=C1 2-((5-fluoro-2-((4-(piperidin-1-yl)phenyl)amino)pyrimidin-4-yl)amino)-N-hydroxybenzamide